3-[8-Amino-6-(1-methyl-1H-pyrazol-5-yl)imidazo[1,2-a]pyrazin-3-yl]-N-(trans-4-hydroxycyclohexyl)-4-methylbenzenesulfonamide NC=1C=2N(C=C(N1)C1=CC=NN1C)C(=CN2)C=2C=C(C=CC2C)S(=O)(=O)N[C@@H]2CC[C@H](CC2)O